2-(pyrrolidin-1-yl)ethane N1(CCCC1)CC